C(C)(C)C1=NC=CC=C1C=1N=C(N2C1CNC(C2)C)C 1-(2-isopropylpyridin-3-yl)-3,6-dimethyl-5,6,7,8-tetrahydroimidazo[1,5-a]pyrazine